(2,5-dimethoxy-4-(2-nitrovinyl)phenyl)(pentyl)sulfane COC1=C(C=C(C(=C1)C=C[N+](=O)[O-])OC)SCCCCC